2-(4-[(2,6-Difluorophenyl)carbamoyl]-2-fluoro-5-{[(2S)-1,1,1-trifluoropropan-2-yl]oxy}phenyl)-3-oxo-2,3,5,6,7,8-hexahydro[1,2,4]triazolo[4,3-a]pyridin FC1=C(C(=CC=C1)F)NC(=O)C1=CC(=C(C=C1O[C@H](C(F)(F)F)C)N1N=C2N(CCCC2)C1=O)F